OP(O)OP(O)O.C(C)(C)(CC(C)(C)C)C1=C(C(=CC(=C1)C)C(C)(C)CC(C)(C)C)C(O)(C(CO)(CO)CO)C1=C(C=C(C=C1C(C)(C)CC(C)(C)C)C)C(C)(C)CC(C)(C)C bis(2,6-di-t-octyl-4-methylphenyl)pentaerythritol diphosphite